palladium(II) bis(triisopropylphosphine) diacetate C(C)(=O)[O-].C(C)(=O)[O-].C(C)(C)P(C(C)C)C(C)C.C(C)(C)P(C(C)C)C(C)C.[Pd+2]